ClC=1C=CC2=C(NC[C@@H](O2)C(=O)NC23CC(C2)(C3)N3N=CC(=C3)OCCOC(F)(F)F)C1 (2R)-6-chloro-N-(3-{4-[2-(trifluoromethoxy)ethoxy]-1H-pyrazol-1-yl}bicyclo[1.1.1]pentan-1-yl)-3,4-dihydro-2H-1,4-benzoxazine-2-carboxamide